S1C=NC2=C1C=C(C=C2)\C=C\2/N=C(NC2=O)NCC2=CC(=C(C=C2)C)C (4Z)-4-(1,3-Benzothiazol-6-ylmethylene)-2-[(3,4-dimethylphenyl)methylamino]-1H-imidazol-5-one